OC(C)[C@H]1CN(CCC1)C(=O)OC(C)(C)C tert-butyl (3R)-3-(1-hydroxyethyl)piperidine-1-carboxylate